FC1=C2C(=CNC2=CC=C1)C=O 4-fluoro-1H-indole-3-carbaldehyde